N-(4-(trifluoromethyl)benzyl)piperidine-3-carboxamide FC(C1=CC=C(CNC(=O)C2CNCCC2)C=C1)(F)F